7-(4-Fluoro-2-methylphenyl)-6-(4-((1-(3-fluoropropyl)azetidin-3-yl)methyl)phenyl)-3,8,9,10-tetrahydrocyclohepta[e]indole FC1=CC(=C(C=C1)C1=C(C2=C(C=3C=CNC3C=C2)CCC1)C1=CC=C(C=C1)CC1CN(C1)CCCF)C